Pyrimidine-5-yl-methanol N1=CN=CC(=C1)CO